n-hexylthiourea C(CCCCC)NC(=S)N